4-(5-(((5-fluoro-2,3-dihydrobenzofuran-4-yl)methyl)amino)-[1,2,4]triazolo[4,3-c]pyrimidin-8-yl)-2-methylbenzo[b]thiophene 1,1-dioxide FC=1C=CC2=C(CCO2)C1CNC1=NC=C(C=2N1C=NN2)C2=CC=CC=1S(C(=CC12)C)(=O)=O